FC(C(=O)N1C(CN(CC1)C(=O)OC(C)(C)C)C(=O)OC)(F)F 1-(tert-butyl) 3-methyl 4-(2,2,2-trifluoroacetyl)piperazine-1,3-dicarboxylate